C(C)OC(=O)C=1C(NC2=CC=C(C=C2C1C1=CC=CC=C1)C)=O 6-methyl-2-oxo-4-phenyl-1,2-dihydroquinoline-3-carboxylic acid ethyl ester